(R)-2-(2-(5-methoxy-1H-indole-3-carbonyl)pyrrolidin-1-yl)-1-phenyl-2λ2-ethan-1-one COC=1C=C2C(=CNC2=CC1)C(=O)[C@@H]1N(CCC1)[C]C(=O)C1=CC=CC=C1